4-methyl-4-(2,2,3,3-tetrafluoropropyl)morpholin-4-ium methyl-5-(1-methyl-1H-imidazol-5-yl)-4-nitrothiophene-2-carboxylate COC(=O)C=1SC(=C(C1)[N+](=O)[O-])C1=CN=CN1C.C[N+]1(CCOCC1)CC(C(F)F)(F)F